Cl.FC(OC1CC(C1)N)F 3-(difluoromethoxy)cyclobutan-1-amine hydrochloride